(2R,3R,4R,5S)-3,4,5-tris(benzyloxy)-1-(4-chloro-2-fluorophenethyl)-2-methylpiperidine C(C1=CC=CC=C1)O[C@@H]1[C@H](N(C[C@@H]([C@H]1OCC1=CC=CC=C1)OCC1=CC=CC=C1)CCC1=C(C=C(C=C1)Cl)F)C